2-nitro-4-(trifluoromethyl)-3-oxo-1-cyclohexen-1-yl benzoate C(C1=CC=CC=C1)(=O)OC1=C(C(C(CC1)C(F)(F)F)=O)[N+](=O)[O-]